2-(3-((R and S)-1-(((R)-((R)-6,7-dihydro-5H-pyridazino[3,4-b][1,4]oxazin-7-yl)(phenyl)methyl)amino)propan-2-yl)phenyl)acetic acid N1=NC=CC2=C1O[C@H](CN2)[C@@H](C2=CC=CC=C2)NC[C@H](C)C=2C=C(C=CC2)CC(=O)O |&1:19|